C(C)(C)(C)OC(=O)N1[C@@H]2[C@@H]([C@@H](C[C@H]1CCC2)N(C)C=2N=NC(=CC2)Cl)F |r| (±)-(1S,2R,3R,5R)-3-((6-chloropyridazin-3-yl)(methyl)amino)-2-fluoro-9-azabicyclo[3.3.1]Nonane-9-carboxylic acid tert-butyl ester